3-FORMYL-6-NITROCHROMONE C(=O)C1=COC2=CC=C(C=C2C1=O)[N+](=O)[O-]